NC=1C(=C(C=C2C=C(N=CC12)NC(OC(C)C)=O)C=1C=NC=C(C1C)N)F isopropyl (8-amino-6-(5-amino-4-methylpyridin-3-yl)-7-fluoroisoquinolin-3-yl)carbamate